benzyl (2S,5S)-5-[[4-(6-cyano-7-dimethylphosphoryl-1H-indol-3-yl)-5-(trifluoromethyl)pyrimidin-2-yl]amino]-2-methyl-piperidine-1-carboxylate C(#N)C1=CC=C2C(=CNC2=C1P(=O)(C)C)C1=NC(=NC=C1C(F)(F)F)N[C@H]1CC[C@@H](N(C1)C(=O)OCC1=CC=CC=C1)C